N-[5-[5-[(1R,2S)-2-fluorocyclopropyl]-1,2,4-oxadiazol-3-yl]-2-methyl-phenyl]-7-(2-tetrahydropyran-2-yloxypropoxymethyl)imidazo[1,2-a]pyridine-3-carboxamide F[C@@H]1[C@H](C1)C1=NC(=NO1)C=1C=CC(=C(C1)NC(=O)C1=CN=C2N1C=CC(=C2)COCC(C)OC2OCCCC2)C